C(C)(C)C1=NC2=C(N1C=1C=C3C(=NC1)NC(N3)=O)C=CC(=C2)C(=O)NC 2-isopropyl-N-methyl-1-(2-oxo-1,3-dihydroimidazo[4,5-b]pyridin-6-yl)benzimidazole-5-carboxamide